1-(4-(4-amino-5-(4-amino-2-fluorophenyl)pyrrolo[2,1-f][1,2,4]triazin-7-yl)piperidine-1-yl)-2-hydroxy-2-methylpropan-1-one NC1=NC=NN2C1=C(C=C2C2CCN(CC2)C(C(C)(C)O)=O)C2=C(C=C(C=C2)N)F